N[C@@](CO)(CC)C (R)-2-amino-2-methyl-1-butanol